Tert-butyl N-[3-[[6-[(2,6-dichloro-4-pyridyl)-difluoro-methyl]bicyclo[3.1.0]hexane-3-carbonyl]amino]propyl]carbamate ClC1=NC(=CC(=C1)C(C1C2CC(CC12)C(=O)NCCCNC(OC(C)(C)C)=O)(F)F)Cl